C1(=CC=CC=C1)C1=C2C=CC=CC2=C(C2=CC=CC=C12)C1=CC=C(C2=CC=CC=C12)C=1C=C(C=CC1)C1=CC=NC=C1 4-(3-(4-(10-phenylanthracen-9-yl)naphthalen-1-yl)phenyl)pyridine